ClC1=C(C=CC=C1NC(=O)C=1N(C2=C(CN(CC2)C)N1)C)C1=C(C(=CC=C1)NC(C1=NC=C(C(=C1)OC)CNC1=NC(=NC=C1)C)=O)C N-(2-chloro-3'-(4-methoxy-5-(((2-methylpyrimidin-4-yl)amino)methyl)picolinamido)-2'-methyl-[1,1'-biphenyl]-3-yl)-1,5-dimethyl-4,5,6,7-tetrahydro-1H-imidazo[4,5-c]pyridine-2-carboxamide